2-(2-((4-methoxybenzyl)oxy)propyl)-6-(benzenesulfonyl)-1,6-dihydroimidazo[4,5-d]Pyrrolo[2,3-b]Pyridine COC1=CC=C(COC(CC2=NC=3C(=C4C(=NC3)N(C=C4)S(=O)(=O)C4=CC=CC=C4)N2)C)C=C1